tert-butyl 4-[2-(2-chloroethyl)-7-({8-fluoro-2-methylimidazo[1,2-a]pyridin-6-yl} carbamoyl)indazol-4-yl]piperazine-1-carboxylate ClCCN1N=C2C(=CC=C(C2=C1)N1CCN(CC1)C(=O)OC(C)(C)C)C(NC=1C=C(C=2N(C1)C=C(N2)C)F)=O